tert-butyl ((1R,5S,8s)-3-(2-nitropyridin-3-yl)-3-azabicyclo[3.2.1]octan-8-yl)carbamate [N+](=O)([O-])C1=NC=CC=C1N1C[C@H]2CC[C@@H](C1)C2NC(OC(C)(C)C)=O